C(CCC)N(C(C1=CC=CC=C1)=O)C(C=CC1=CC=CC=C1)CCC N-butyl-N-(1-phenylhex-1-en-3-yl)benzamide